FC(C=1C=C(C=CC1C#C[Si](C)(C)C)O)(F)F 3-(trifluoromethyl)-4-((trimethylsilyl)ethynyl)phenol